FC(OC1=C(C=C(C=C1)N1C2=C(C=C(C1=O)C1=CN(C(C=C1)=O)C)SC(=N2)OCC)F)F 4-(4-(difluoromethoxy)-3-fluorophenyl)-2-ethoxy-6-(1-methyl-6-oxo-1,6-dihydropyridin-3-yl)thiazolo[4,5-b]pyridin-5(4H)-one